2-((2R,3S,4S,5R)-3-(3,4-difluoro-2-methylphenyl)-4-methoxy-5-methyl-5-(trifluoromethyl)tetrahydrofuran-2-yl)-4-oxo-1,4-dihydro-1,6-naphthyridine-5-carboxylic acid FC=1C(=C(C=CC1F)[C@H]1[C@@H](O[C@]([C@H]1OC)(C(F)(F)F)C)C=1NC=2C=CN=C(C2C(C1)=O)C(=O)O)C